ClC1=CN=C2N1N=C(C=C2)C2=CNC=1N=C(N=CC12)NC1CCN(CC1)C 5-(3-chloroimidazo[1,2-b]pyridazin-6-yl)-N-(1-methylpiperidin-4-yl)-7H-pyrrolo[2,3-d]pyrimidin-2-amine